N1=C(C=CC=C1)N1N=CC=2C1=NC(=NC2)C(=O)N[C@@H]2C(N(C=1N(CC2)N=C(C1)C)C)=O 1-(2-pyridyl)-N-[(6S)-2,4-dimethyl-5-oxo-7,8-dihydro-6H-pyrazolo[1,5-a][1,3]diazepin-6-yl]pyrazolo[3,4-d]pyrimidine-6-carboxamide